vinyldimethyl-chlorosilane C(=C)[Si](Cl)(C)C